2-chloro-2-(2,6-difluorophenyl)-4,5-dihydro-[3,3'-bipyridin]-6(1H)-one ClC1(NC(CCC1C=1C=NC=CC1)=O)C1=C(C=CC=C1F)F